methyl 4-(6-(4-cyanophenyl)-2-phenylimidazo[1,2-a]pyridin-8-yl)benzoate C(#N)C1=CC=C(C=C1)C=1C=C(C=2N(C1)C=C(N2)C2=CC=CC=C2)C2=CC=C(C(=O)OC)C=C2